FC(OCC(\C=C\C1C(=CCCC1(C)C)C)=O)(F)F (E)-1-(trifluoromethoxy)-4-(2,6,6-trimethylcyclohex-2-en-1-yl)but-3-en-2-one